NCCOCCOCCOCCOCCOC=1C=C(C=CC1)C(C(=O)N[C@@H](C(=O)NCC1=CC=C(C=C1)CNC(=O)N)CCCNC(=N)N)C1=CC=CC=C1 (2R)-2-(2-(3-((14-amino-3,6,9,12-tetraoxatetradecyl)oxy)phenyl)-2-phenylacetamido)-5-guanidino-N-(4-(ureidomethyl)benzyl)pentanamide